(S)-tert-butyl 3-methyl-4-(pyrrolidine-1-carbonyl)piperazine-1-carboxylate C[C@H]1CN(CCN1C(=O)N1CCCC1)C(=O)OC(C)(C)C